3-bromo-1,1,1-trifluoropropan-2-ol BrCC(C(F)(F)F)O